C(CCCCCCC\C=C/CCCCCCCC)(=O)OCCOCCOCCOCCOCCOCCOCCOCCOCCOC(CCCCCCC\C=C/CCCCCCCC)=O nonaethyleneglycol dioleate